2-(3-aminoazetidin-1-yl)-N-[(3R,5S)-1-(8-cyanoquinoxalin-5-yl)-5-methylpiperidin-3-yl]propanamide methyl-4-[4-(tert-butoxycarbonyl)piperazin-1-yl]-2-cyclopropylindazole-7-carboxylate COC(=O)C1=CC=C(C2=CN(N=C12)C1CC1)N1CCN(CC1)C(=O)OC(C)(C)C.NC1CN(C1)C(C(=O)N[C@H]1CN(C[C@H](C1)C)C1=C2N=CC=NC2=C(C=C1)C#N)C